BrC1=C(C(=CC=C1)Cl)C1C(C1)(F)F 1-bromo-3-chloro-2-(2,2-difluorocyclopropyl)benzene